(S)-4-(((S)-3-fluoro-2-methoxypropyl)(4-(5,6,7,8-tetrahydro-1,8-naphthyridin-2-yl)butyl)amino)-2-(2-methyl-2-phenylpropanamido)butanoic acid FC[C@H](CN(CC[C@@H](C(=O)O)NC(C(C)(C1=CC=CC=C1)C)=O)CCCCC1=NC=2NCCCC2C=C1)OC